(3R)-3-{[5-(2-chloro-5-hydroxyphenyl)-1-trityl-1H-indazol-3-yl]carbamoyl}piperidine-1-carboxylic acid tert-butyl ester C(C)(C)(C)OC(=O)N1C[C@@H](CCC1)C(NC1=NN(C2=CC=C(C=C12)C1=C(C=CC(=C1)O)Cl)C(C1=CC=CC=C1)(C1=CC=CC=C1)C1=CC=CC=C1)=O